cis-5-chloro-4-(cyclopentylmethoxy)-2-fluoro-N-((4-methoxycyclohexyl)sulfonyl)benzamide ClC=1C(=CC(=C(C(=O)NS(=O)(=O)[C@@H]2CC[C@@H](CC2)OC)C1)F)OCC1CCCC1